N-methyl-formyl-hydrazine allyl-(S)-(5-(benzyloxy)-2-(2-(((tert-butyldimethylsilyl)oxy)methyl)-4-(thiophen-3-yl)-1,2,3,6-tetrahydropyridine-1-carbonyl)-4-methoxyphenyl)carbamate C(C=C)N(C(O)=O)C1=C(C=C(C(=C1)OCC1=CC=CC=C1)OC)C(=O)N1[C@@H](CC(=CC1)C1=CSC=C1)CO[Si](C)(C)C(C)(C)C.CN(N)C=O